2-chloro-6-(4-fluorophenyl)nicotinamide ClC1=C(C(=O)N)C=CC(=N1)C1=CC=C(C=C1)F